7-bromo-2-chloro-8-fluoro-4-(1,4-oxaazepan-4-yl)quinazolin-6-carbonitrile BrC1=C(C=C2C(=NC(=NC2=C1F)Cl)N1CCOCCC1)C#N